(3-methyloxetan-3-yl)-4-[3-(2-isopropoxy-3-pyridyl)pyrazolo[1,5-a]pyrimidin-5-yl]piperazine-1-carboxylate CC1(COC1)OC(=O)N1CCN(CC1)C1=NC=2N(C=C1)N=CC2C=2C(=NC=CC2)OC(C)C